4-(3-cyano-6-fluoro-7-(2-fluoro-6-methoxyphenyl)-2-oxo-1,2-dihydro-1,8-naphthyridin-4-yl)piperazine-1-carboxylic acid tert-butyl ester C(C)(C)(C)OC(=O)N1CCN(CC1)C1=C(C(NC2=NC(=C(C=C12)F)C1=C(C=CC=C1OC)F)=O)C#N